ClC=1C=C(C2=CC=CC=C2C1)CC1(NC=CC=C1C=1N=NN(C1)C=1C=CC=C2C=CC(OC12)=O)C(=O)N 2-((3-chloronaphthalene-1-yl)methyl)-3-(1-(2-oxo-2H-chromen-8-yl)-1H-1,2,3-triazol-4-yl)picolinamide